[Si](C)(C)(C(C)(C)C)OCC1=NN(C=2N(C([C@H]([C@H](C21)C2=CC=C(C=C2)F)NC(C2=CC(=CC=C2)C(F)(F)F)=O)=O)CC)C2=CC=CC=C2 N-[(4S,5S)-3-{[(tert-butyldimethylsilyl)oxy]methyl}-7-ethyl-4-(4-fluorophenyl)-6-oxo-1-phenyl-1H,4H,5H,6H,7H-pyrazolo[3,4-b]pyridin-5-yl]-3-(trifluoromethyl)benzamide